Methyl (S)-5-(4-(4-((2-methoxy-12-oxo-6a,7,8,9,10,12-hexa-hydrobenzo[e]pyrido[1,2-a][1,4]diazepin-3-yl)oxy)butanamido)-benzamido)benzo[b]thiophene-2-carboxylate COC1=CC2=C(N=C[C@H]3N(C2=O)CCCC3)C=C1OCCCC(=O)NC1=CC=C(C(=O)NC3=CC2=C(SC(=C2)C(=O)OC)C=C3)C=C1